N-((1R)-1-(4-(difluoromethyl)phenyl)ethyl)-D-prolinamide FC(C1=CC=C(C=C1)[C@@H](C)NC([C@@H]1NCCC1)=O)F